3-(1,3-oxazol-2-yl)-7-[(5'S,7a'R)-3'-oxo-5'-phenyltetrahydro-1H,3'H-spiro[piperidine-4,2'-pyrrolo[2,1-b][1,3]oxazol]-1-yl]pyrazolo[1,5-a]pyridine-4-carbonitrile O1C(=NC=C1)C=1C=NN2C1C(=CC=C2N2CCC1(C(N3[C@H](O1)CC[C@H]3C3=CC=CC=C3)=O)CC2)C#N